NC1=NNC2=C(C=CC(=C12)C=1C=C2C=CC=C(C2=CC1)C(=O)NC1=CC=CC=C1)Br 6-(3-amino-7-bromo-1H-indazol-4-yl)-N-phenyl-1-naphthalenecarboxamide